amino-4-nitrobenzoate NC1=C(C(=O)[O-])C=CC(=C1)[N+](=O)[O-]